FC(N1N=CC(=C1)C1=C(C=C(C(=O)O)C=C1)C(F)(F)F)F 4-(1-(difluoromethyl)-1H-pyrazol-4-yl)-3-(trifluoromethyl)benzoic acid